OC1=CC=C(C=C1)S(=O)(=O)C1=CC=C(C=C1)O bis(4-hydroxyphenyl) sulphone